1,N1-dimethyl-N4-(5-(3-methylimidazo[1,2-a]pyrimidin-6-yl)pyrrolo[2,1-f][1,2,4]triazin-2-yl)cyclohexane-1,4-diamine CC1(CCC(CC1)NC1=NN2C(C=N1)=C(C=C2)C=2C=NC=1N(C2)C(=CN1)C)NC